3,5-dimethoxy-benzoin COC=1C=C(C=C(C1)OC)C(=O)C(O)C1=CC=CC=C1